OC1(COC1)C=1C=CC(=NC1)N1CC=2C(=NC=CC2C1=O)C1=C(C=CC=C1)OCC(F)(F)F 2-[5-(3-hydroxyoxetan-3-yl)pyridin-2-yl]-4-[2-(2,2,2-trifluoroethoxy)phenyl]-2,3-dihydro-1H-pyrrolo[3,4-c]pyridin-1-one